NC1=C(C=C(C=C1)N1CCN(CC1)C(=O)OCC1=CC=CC=C1)F benzyl 4-(4-amino-3-fluoro-phenyl)piperazine-1-carboxylate